5-(5-chloro-1H-pyrazolo[4,3-d]pyrimidin-1-yl)-2-fluorophenol ClC=1N=CC2=C(N1)C=NN2C=2C=CC(=C(C2)O)F